6-Methyl-5,6-dihydro-benzo[4,5]imidazo[1,2-c]quinazoline CC1NC2=CC=CC=C2C=2N1C1=C(N2)C=CC=C1